ClC1=NC2=C(C=CN=C2C(=C1)CN1CCCC1)C1CCC1 2-chloro-8-cyclobutyl-4-(pyrrolidin-1-ylmethyl)-1,5-naphthyridine